5-(4-chlorobenzyl)-8-isopropyl-2-(6-oxo-1,6-dihydropyridazin-3-yl)-2,5,8-triazaspiro[3.5]nonane-6,9-dione ClC1=CC=C(CN2C3(CN(C3)C3=NNC(C=C3)=O)C(N(CC2=O)C(C)C)=O)C=C1